6-Chloro-N-(6-iodopyridin-3-yl)-1H-indole-3-sulfonamide ClC1=CC=C2C(=CNC2=C1)S(=O)(=O)NC=1C=NC(=CC1)I